C(C1=CC=CC=C1)N1C(=C(C(C12C(=NN(C2=O)C2=CC=CC=C2)C)C2=CC=CC=C2)C(=O)OC(C)(C)C)C(=O)OC(C)(C)C di-tert-butyl 1-benzyl-6-methyl-9-oxo-4,8-diphenyl-1,7,8-triazaspiro[4.4]non-2,6-diene-2,3-dicarboxylate